C(C)(C)(C)OC(=O)N1CCC(=CC1)C1=C(C=C(C(=C1)OC)[N+](=O)[O-])C 4-(5-methoxy-2-methyl-4-nitrophenyl)-3,6-dihydropyridine-1(2H)-carboxylic acid tert-butyl ester